N=1N(N=CC1)C1=C(C=C(C=N1)C1=NN(C(=C1C(=O)N)C1CC1)C=1C=2C3=C(C(NC3=CC1)=O)C=CC2)C(F)(F)F (6-(2H-1,2,3-triazol-2-yl)-5-(trifluoromethyl)pyridin-3-yl)-5-cyclopropyl-1-(2-oxo-1,2-dihydrobenzo[cd]indol-6-yl)-1H-pyrazole-4-carboxamide